C(C1=CC=CC=C1)OC[C@@H](CSC=1C(=C(C=C2C(=NC(=NC12)O)O)C(F)(F)F)Cl)OC1=CC=C(C=C1)F (S)-8-((3-(benzyloxy)-2-(4-fluorophenoxy)propyl)thio)-7-chloro-6-(trifluoromethyl)quinazoline-2,4-diol